N1N=CC(=C1)\C=C\1/C(NC2=C(C=C(C=C12)C1=C(C2=C(OCCN2)N=C1)C)C)=O (Z)-3-((1H-pyrazol-4-yl)methylene)-7-methyl-5-(8-methyl-2,3-dihydro-1H-pyrido[2,3-b][1,4]oxazin-7-yl)indolin-2-one